C(C)OCCN1C(CCC1)=O N-ethoxyethyl-2-Pyrrolidone